Cl.Cl.COC=1C=C(C=CC1OC)C1=NN(C2=C1C=NC=1C=CC=CC21)C=2C=C1CCNCC1=CC2 3-(3,4-dimethoxyphenyl)-1-(1,2,3,4-tetrahydroisoquinolin-6-yl)-1H-pyrazolo[4,3-c]quinoline dihydrochloride